COC(=O)C=1OC(=C(C1)C1=CC(=CC=C1)C(F)(F)F)C 4-(3-(trifluoromethyl)phenyl)-5-methylfuran-2-carboxylic acid methyl ester